[Si](C)(C)(C(C)(C)C)OCCN1N=C(C(=C1)[N+](=O)[O-])OC1COCC1 1-(2-((tert-butyldimethylsilyl)oxy)ethyl)-4-nitro-3-((tetrahydrofuran-3-yl)oxy)-1H-pyrazole